(E)-1-(3-cyclopropylmethoxy-4-methoxyphenethyl)-2,6-dimethylpyridin-4(1H)-one C1(CC1)COC=1C=C(CCN2C(=CC(C=C2C)=O)C)C=CC1OC